OC1(CCC(CC1)N1CCC2N(CCC21)C(CNC(C2=CC(=CC=C2)C(F)(F)F)=O)=O)C2=NC=CC=C2 N-(2-(4-((1s,4s)-4-hydroxy-4-(pyridin-2-yl)cyclohexyl)hexahydropyrrolo[3,2-b]pyrrol-1(2H)-yl)-2-oxoethyl)-3-(trifluoromethyl)benzamide